2-(Chloromethyl)-N-[(4-methoxyphenyl)methyl]-4-methylthiophene-3-carboxamide ClCC=1SC=C(C1C(=O)NCC1=CC=C(C=C1)OC)C